1,15-bis(hexylthio)-8-oxopentadecane-2,14-diylbis(3-cyclohexylpropionate) C(CCCCC)SCC(CCCCCC(CCCCCC(CSCCCCCC)C(C(=O)[O-])CC1CCCCC1)=O)C(C(=O)[O-])CC1CCCCC1